(R)-1-methyl-3-(piperidine-3-yl)imidazoline CN1CN(CC1)[C@H]1CNCCC1